C(=C)C1=CC=C(C=C1)C(C(=O)O)C p-vinylphenylpropionic acid